C1(=CC=C(C=C1)N(C=1C=C2C(CC(C2=CC1)(C)C)(C)C1=CC=C(C=C1)N(C1=CC=C(C=C1)OC)C1=CC=C(C=C1)C1=CC=CC=C1)C1=CC=C(C=C1)OC)C1=CC=CC=C1 N-([1,1'-Biphenyl]-4-yl)-3-(4-([1,1'-biphenyl]-4-yl(4-methoxyphenyl)amino)phenyl)-N-(4-methoxyphenyl)-1,1,3-trimethyl-2,3-dihydro-1H-inden-5-amin